O[C@@H]1CO[C@H]2[C@@H]1OC[C@@H]2N2C(C1=CC=CC=C1C2=O)=O 2-((3S,3aR,6R,6aR)-6-hydroxyhexahydrofuro[3,2-b]furan-3-yl)isoindoline-1,3-dione